2-[2-chloro-4-(4-chlorophenoxy)phenyl]-1-(1H-1,2,4-triazol-1-yl)butane-2-ol ClC1=C(C=CC(=C1)OC1=CC=C(C=C1)Cl)C(CN1N=CN=C1)(CC)O